3-((tert-butyloxycarbonyl)(decyl)amino)propionic acid C(C)(C)(C)OC(=O)N(CCC(=O)O)CCCCCCCCCC